2-(3-methyl-1H-pyrazol-4-yl)pyrido[3,4-d]pyrimidine CC1=NNC=C1C=1N=CC2=C(N1)C=NC=C2